C(C)(C)(C)OC(=O)N1CCN(CC1)C\C=C\C(=O)OC (E)-4-(4-methoxy-4-oxobut-2-en-1-yl)piperazine-1-carboxylic acid tert-butyl ester